[1-(4-piperidinyl)azetidin-3-yl]methanol 6-hydroxy-3-(3,5,7-trihydroxy-3,4-dihydro-2H-chromen-2-yl)phenolate OC1=CC=C(C=C1[O-])C1OC2=CC(=CC(=C2CC1O)O)O.N1CCC(CC1)N1CC(C1)CO